2,6,6-Trimethyl-8-((2R,3R)-2,3,4-trihydroxy-butoxy)-5,6-dihydro-benzo[b]carbazol-11-one CC=1C=C2C=3C(C4=C(C(C3NC2=CC1)(C)C)C=C(C=C4)OC[C@H]([C@@H](CO)O)O)=O